[4-(11,12-didehydrodibenzo[b,f]azocin-5(6H)-yl)-4-oxobutanoyl]glycylglycyl-L-prolyl-L-leucinate C1=CC=CC=2N(CC3=C(C#CC21)C=CC=C3)C(CCC(=O)NCC(=O)NCC(=O)N3[C@@H](CCC3)C(=O)N[C@@H](CC(C)C)C(=O)[O-])=O